N1=CC=C(C=C1)C1=CC2=C(N=C(S2)NC2=NC(=CC=C2)N)C=C1 N2-(6-(pyridin-4-yl)benzo[d]thiazol-2-yl)pyridine-2,6-diamine